(1'S,1''s)-5''-fluoro-2''-[(2R)-3-hydroxy-2-methylpropyl]-2'',3''-dihydrodispiro[imidazolidine-4,1'-cyclohexane-4',1''-isoindole]-2,5-dione FC=1C=C2CN(C3(C2=CC1)CCC1(CC3)NC(NC1=O)=O)C[C@H](CO)C